8'-((2S,5R)-4-acryloyl-2,5-dimethylpiperazin-1-yl)-11'-(2,4-difluorophenyl)-10'-(trifluoromethyl)-2'H,4'H,6'H-spiro[cyclobutane-1,3'-[1,4]thiazepino[2,3,4-ij]quinazolin]-6'-one C(C=C)(=O)N1C[C@@H](N(C[C@H]1C)C1=NC(N2C3=C(C(=C(C=C13)C(F)(F)F)C1=C(C=C(C=C1)F)F)SCC1(C2)CCC1)=O)C